9-octadecenyl-amine bromide [Br-].C(CCCCCCCC=CCCCCCCCC)N